benzyl 4-[8-(4,4-difluoro-6-hydroxy-hexyl)-7-oxo-2-[(1-tetrahydropyran-2-ylpyrazol-4-yl)amino]pyrido[2,3-d]pyrimidin-6-yl]-8-methyl-2,3-dihydroquinoxaline-1-carboxylate FC(CCCN1C(C(=CC2=C1N=C(N=C2)NC=2C=NN(C2)C2OCCCC2)N2CCN(C1=C(C=CC=C21)C)C(=O)OCC2=CC=CC=C2)=O)(CCO)F